2-[4-[(Z)-3-Phenylprop-2-enoyl]phenyl]acetic acid C1(=CC=CC=C1)\C=C/C(=O)C1=CC=C(C=C1)CC(=O)O